tert-butyl 4-(1-cyclopropyl-1H-pyrazol-5-yl)-3,3-dimethyl-3,6-dihydropyridine-1(2H)-carboxylate C1(CC1)N1N=CC=C1C=1C(CN(CC1)C(=O)OC(C)(C)C)(C)C